2-[(4-{6-[(2,4-difluorobenzyl)oxy]pyridin-2-yl}piperidin-1-yl)methyl]-1-methyl-1H-benzimidazole-6-carboxylic acid FC1=C(COC2=CC=CC(=N2)C2CCN(CC2)CC2=NC3=C(N2C)C=C(C=C3)C(=O)O)C=CC(=C1)F